2-{[(3S,4S)-1-acryloyl-4-cyclopropylpyrrolidin-3-yl]amino}-N-ethyl-5H-pyrrolo[2,3-b]pyrazine-7-carboxamide C(C=C)(=O)N1C[C@H]([C@H](C1)C1CC1)NC=1N=C2C(=NC1)NC=C2C(=O)NCC